CC1=NOC(=C1C=1C=C2C(=NC1)C(=CN2[C@@H](C)C2=NC=CC=C2)C2=CC=C(C(=O)O)C=C2)C 4-(6-(3,5-dimethylisoxazol-4-yl)-1-[(1S)-1-(2-pyridinyl)ethyl]pyrrolo[3,2-b]pyridin-3-yl)benzoic acid